C[N+](CC)(C)C1CCCCC1 N,N-dimethyl-N-ethyl-cyclohexylammonium